FC(C1=CC(=C(COC2=NC=CC(=N2)C2=CC(=C(CC3=NC4=C(N3C3COCC3(C)C)C=C(C=C4F)C(=O)O)C=C2F)F)C=C1)F)F 2-(4-(2-((4-(difluoromethyl)-2-fluorobenzyl)oxy)pyrimidin-4-yl)-2,5-difluorobenzyl)-1-(4,4-dimethyltetrahydrofuran-3-yl)-4-fluoro-1H-benzo[d]imidazole-6-carboxylic acid